6-(propan-2-yl)-5,6,7,8-tetrahydro-1,6-naphthyridin CC(C)N1CC=2C=CC=NC2CC1